NC1=C(C=C(C=C1)OC)NCCCC(=O)N [2-(2-Amino-5-methoxyphenylamino)ethyl]acetamide